C[C@H]1CN(CCC1)C1CCN(CC1)C=1SC(=CN1)C(=O)NCC1=NC=CC(=C1)C(F)(F)F 2-[(3R)-3-methyl[1,4'-bipiperidin]-1'-yl]-N-{[4-(trifluoromethyl)pyridin-2-yl]methyl}-1,3-thiazole-5-carboxamide